3-(2,4-difluorobenzoyl)-4-oxopiperidine-1-carboxylate FC1=C(C(=O)C2CN(CCC2=O)C(=O)[O-])C=CC(=C1)F